OCC(S)CO 2-thioglycerol